FC1(CCC(CC1)[C@H](NC(C1=C(C=CC(=C1)F)F)=O)C1=NC2=C(N1)C=C(C=C2)[C@@H](C)NC(C[C@H](C(F)(F)F)C)=O)F |o1:33| N-((S)-(4,4-Difluorocyclohexyl)(6-((R)-1-((R*)-4,4,4-trifluoro-3-methylbutanamido)ethyl)-1H-benzo[d]imidazol-2-yl)methyl)-2,5-difluorobenzamide